C1=CC(=CC=C1C(=O)O)[N+](=O)[O-] p-Nitrobenzoic acid